tin (dibutyl) oxide C(CCC)OCCCC.[Sn]